FC(C)(F)C1=CC=CC(=N1)N1N=C(C=2C=NC(=CC21)NC(C)=O)N2C[C@@H](CC2)N(C)C (R)-N-(1-(6-(1,1-difluoroethyl)pyridin-2-yl)-3-(3-(dimethylamino)pyrrolidin-1-yl)-1H-pyrazolo[4,3-c]pyridin-6-yl)acetamide